FC=1C=CC=C2C=C(N(C12)C(=O)OC(C)(C)C)CO tert-butyl 7-fluoro-2-(hydroxymethyl)-1H-indole-1-carboxylate